C(C)C(C(=O)OCC1CCC(N1CC1=CC=CC=C1)CO)(CNS(=O)(=O)C1=C(SC(=C1)Cl)Cl)N (1-benzyl-pyrrolidine-2,5-diyl)dimethanol ethyl-2-amino-3-[(2,5-dichlorothiophene-3-sulfonyl)amino]propanoate